(6aS,7R,10aR)-4-(2-fluorophenyl)-7,10a-dimethyl-8-oxo-7-propyl-2-(quinolin-4-yl)-5,6,6a,7,8,10a-hexahydrobenzo[h]quinazoline-9-carbonitrile FC1=C(C=CC=C1)C1=NC(=NC=2[C@]3([C@H](CCC12)[C@](C(C(=C3)C#N)=O)(CCC)C)C)C3=CC=NC1=CC=CC=C31